O=C(C(OC)=O)C1=CC=CC=C1 (1,2-dioxo-2-methoxyethyl)benzene